tert-butyl (6-fluoro-1-((2-(trimethylsilyl)ethoxy)methyl)-1H-indol-4-yl)(tetrahydro-2H-pyran-4-yl)carbamate FC1=CC(=C2C=CN(C2=C1)COCC[Si](C)(C)C)N(C(OC(C)(C)C)=O)C1CCOCC1